Propylenglycol Phenyl ether C1(=CC=CC=C1)OCC(C)O